Cl.Cl.N[C@@H]1CN(C[C@@H](C1)C)C1=C(C=NC=C1)C1(C(C(=C(C=C1)F)C1=CC(=CC=C1F)C(=O)NC(C)(C)C)F)C(=O)N 3-(4-((3S,5R)-3-amino-5-methylpiperidin-1-yl)pyridin-3-yl)-N3'-(tert-butyl)-2,6,6'-trifluoro-[1,1'-biphenyl]-3,3'-dicarboxamide dihydrochloride